2-(benzo[b]thiophen-2-yl)-N-(5-(trifluoromethyl)thiazol-2-yl)propanamide S1C2=C(C=C1C(C(=O)NC=1SC(=CN1)C(F)(F)F)C)C=CC=C2